NC=1C=CC(=C2CN(C(C12)=O)CC(=C)C(C1=CC(=C(C=C1)OC)OC)=O)C=1C=NC=CC1 7-amino-2-[2-(3,4-dimethoxybenzoyl)allyl]-4-(3-pyridyl)isoindolin-1-one